C(#N)CC1CCC(CC1)N1C(=NC=2C1=C1C(=NC2)NC=C1)CNC(CC1=CC=CC=C1)=NO N-((1-((1r,4r)-4-(cyanomethyl)cyclohexyl)-1,6-dihydroimidazo[4,5-d]pyrrolo[2,3-b]pyridin-2-yl)methyl)-N'-hydroxy-2-phenylacetamidine